CNC[C@@H]1OCCC2=CC=CC(=C12)C (R)-N-methyl-1-(8-methylisochroman-1-yl)methylamine